(4-((5-chloro-4-(1-isopropyl-1H-pyrazolyl)pyrimidin-2-yl)amino)-3-methylphenyl)(4-methylpiperazin-1-yl)methanone ClC=1C(=NC(=NC1)NC1=C(C=C(C=C1)C(=O)N1CCN(CC1)C)C)C1=NN(C=C1)C(C)C